5-(4-Azidobutoxy)-1,3-Dibenzyl-1H-Benzo[d]Imidazol-3-Ium Bromide [Br-].N(=[N+]=[N-])CCCCOC1=CC2=C(N(C=[N+]2CC2=CC=CC=C2)CC2=CC=CC=C2)C=C1